C=1(C(=CC=CC1)C#N)C#N benzene-1,2-dinitrile